bis(acetoxymethyl) 2,2'-((4-amino-2-((1-(21-chloro-8-oxo-3,6,12,15-tetraoxa-9-azahenicosyl)-1H-1,2,3-triazol-4-yl)methoxy)phenyl)azanediyl)diacetate NC1=CC(=C(C=C1)N(CC(=O)OCOC(C)=O)CC(=O)OCOC(C)=O)OCC=1N=NN(C1)CCOCCOCC(NCCOCCOCCCCCCCl)=O